C(#N)CC=1N(C=2N(C(N=C(C2N1)N1C[C@H](N(C[C@@H]1C)C(C)C=1C=CC(=C(C(=O)NC)C1)F)C)=O)C)CC 5-(1-((2R,5S)-4-(8-(cyanomethyl)-9-ethyl-3-methyl-2-oxo-3,9-dihydro-2H-purin-6-yl)-2,5-dimethylpiperazin-1-yl)ethyl)-2-fluoro-N-methylbenzamide